1-((R)-1-(2-(trifluoromethyl)phenyl)ethyl)piperidine-4-carboxylic acid FC(C1=C(C=CC=C1)[C@@H](C)N1CCC(CC1)C(=O)O)(F)F